N=1N(N=CC1)CC(=O)C=1C=CC(=C(C1)N1C(=NC2=C(C1=O)C=CC=N2)CN2CCN(C1(CC1)C2)C(=O)OC(C)(C)C)OCC(F)(F)F tert-Butyl 7-((3-(5-(2-(2H-1,2,3-triazol-2-yl)acetyl)-2-(2,2,2-trifluoroethoxy)phenyl)-4-oxo-3,4-dihydropyrido[2,3-d]pyrimidin-2-yl)methyl)-4,7-diazaspiro[2.5]octane-4-carboxylate